hept-6-yn CCCCCC#C